N[C@@H]1CN(CC[C@@H]1O)C(=O)OC(C)(C)C tert-butyl (3R,4S)-3-amino-4-hydroxy-piperidine-1-carboxylate